2-[5-methyl-3-(trifluoromethyl)-1H-pyrazol-yl]ethane CC1=CC(=NN1CC)C(F)(F)F